4-(((2-bromopyridin-4-yl)oxy)methyl)-3-fluorobenzonitrile BrC1=NC=CC(=C1)OCC1=C(C=C(C#N)C=C1)F